1-[3-(4-Chloro-2-methyl-2H-pyrazol-3-yl)-4-methoxy-phenyl]-3-(4-trifluoromethyl-phenyl)-urea ClC1=C(N(N=C1)C)C=1C=C(C=CC1OC)NC(=O)NC1=CC=C(C=C1)C(F)(F)F